CN(C(=O)C=1C=C(C=2N(C(C=C(N2)N2CCOCC2)=O)C1)C=C)C N,N-dimethyl-2-morpholino-4-oxo-9-vinyl-4H-pyrido[1,2-a]pyrimidine-7-carboxamide